tert-butyl 3-(6-(5-(2-(pyridin-4-yloxy)acetamido)pyrazolo[1,5-a]pyridin-3-yl)pyridin-2-yl)piperidine-1-carboxylate N1=CC=C(C=C1)OCC(=O)NC1=CC=2N(C=C1)N=CC2C2=CC=CC(=N2)C2CN(CCC2)C(=O)OC(C)(C)C